methyl 3-(((trifluoromethyl)sulfonyl)oxy)-2-naphthoate FC(S(=O)(=O)OC=1C(=CC2=CC=CC=C2C1)C(=O)OC)(F)F